O=C1CCN(CC1)C(=O)C=1C=C(C=CC1)C1=C2C=C3CCC[N+]=4CCCC(=C2OC=2C=5CCCN6CCCC(=CC12)C56)C43 16-{3-[(4-oxopiperidin-1-yl)carbonyl]phenyl}-3-oxa-9λ5,23-diazaheptacyclo[17.7.1.15,9.02,17.04,15.023,27.013,28]octacosa-1(27),2(17),4,9(28),13,15,18-heptaen-9-ylium